5-(2-thienyl)-3-isoxazolic acid S1C(=CC=C1)C1=CC(=NO1)C(=O)O